[(4-methoxyphenyl)methyl]-N-methyl-benzenesulfonamide COC1=CC=C(C=C1)CC1=C(C=CC=C1)S(=O)(=O)NC